N,N-bis(2-methoxyethyl)-N-vinylamine chloride salt [Cl-].COCCN(C=C)CCOC